C(C)(C)C1=C(C(=CC=C1)C(C)C)[N+]#[C-] 2,6-diisopropylphenyl isonitrile